1,8-dichlorofluorenone C1=CC2=C(C(=C1)Cl)C(=O)C3=C2C=CC=C3Cl